C(C)(C)(C)OC(N(C=1C=NC=C(C1C)B1OC(C(O1)(C)C)(C)C)C(=O)OC(C)(C)C)=O N-tert-Butoxycarbonyl-N-[4-methyl-5-(4,4,5,5-tetramethyl-1,3,2-dioxaborolan-2-yl)-3-pyridinyl]carbamic acid tert-butyl ester